CN1C(N=CC2=CC=CC=C12)(C)C 1,2,2-trimethyl-1,2-dihydroquinazoline